F[C@@H]1C[C@H](NC1)CO [(2S,4R)-4-fluoropyrrolidin-2-yl]methanol